O1CC[C@H](C2=CC=CC=C12)NC(=O)[C@@H]1CC[C@H]2N1C([C@H](CN(CC2)C(C(C)(C)C)=O)NC([C@H](C)N(C(OC(C)(C)C)=O)C)=O)=O tert-Butyl ((S)-1-(((5S,8S,10aR)-8-(((R)-chroman-4-yl)carbamoyl)-6-oxo-3-pivaloyldecahydropyrrolo[1,2-a][1,5]diazocin-5-yl)amino)-1-oxopropan-2-yl)(methyl)carbamate